(S)-10-((5-chloro-2-((2-hydroxyethyl)(propyl)amino)pyrimidin-4-yl)amino)-2-cyclopropyl-3,3-difluoro-7-methyl-1,2,3,4-tetrahydro-[1,4]oxazepino[2,3-c]quinolin-6(7H)-one ClC=1C(=NC(=NC1)N(CCC)CCO)NC1=CC=2C3=C(C(N(C2C=C1)C)=O)OCC([C@@H](N3)C3CC3)(F)F